(R)-7-Cyclobutyl-N-(1,1-dioxido-2,3-dihydrothiophen-3-yl)-4-hydroxy-2-oxo-1,2-dihydroquinoline-3-carboxamide C1(CCC1)C1=CC=C2C(=C(C(NC2=C1)=O)C(=O)N[C@H]1CS(C=C1)(=O)=O)O